2,6-Dimethyl-trans-2,6-octadien CC(C)=CCCC(=CC)C